BrC1=CC(=C(C(=C1)[N+](=O)[O-])N[C@H]1CN(CCC1)C(=O)C1=CC(NC=C1)=O)C(=O)N1CCC(CC1)(F)F (R)-4-(3-((4-bromo-2-(4,4-difluoropiperidin-1-carbonyl)-6-nitrophenyl)amino)piperidin-1-carbonyl)pyridin-2(1H)-one